bis(3-(6-(t-butoxy)hexyl)-1H-inden-1-yl)zirconium (IV) chloride [Cl-].C(C)(C)(C)OCCCCCCC1=CC(C2=CC=CC=C12)[Zr+2]C1C=C(C2=CC=CC=C12)CCCCCCOC(C)(C)C.[Cl-]